1-(6-(3,3-difluoro-1,2,3,6-tetrahydropyridin-4-yl)-5-fluoro-1-methyl-1H-indol-3-yl)dihydropyrimidine-2,4(1H,3H)-dione FC1(CNCC=C1C1=C(C=C2C(=CN(C2=C1)C)N1C(NC(CC1)=O)=O)F)F